C(#N)/C(/C(=O)N(C)C(CCC)C1=CC=C(C=C1)CCC(=O)N1CCN(CC1)CC1=C(C=C(C=C1OC)C1=CN(C(C2=CN=CC=C12)=O)C)OC)=C\C=1SC=CN1 (E)-2-cyano-N-(1-(4-(3-(4-(2,6-dimethoxy-4-(2-methyl-1-oxo-1,2-dihydro-2,7-naphthyridin-4-yl)benzyl)piperazin-1-yl)-3-oxopropyl)phenyl)butyl)-N-methyl-3-(thiazol-2-yl)acrylamide